B([O-])([O-])O.[F-].[Y+3] yttrium fluoride borate